N-(4-{[6,7-bis(methyloxy)quinolin-4-yl]oxy}-3,5-difluorophenyl)-N'-(4-fluorophenyl)cyclopropane-1,1-dicarboxamide COC=1C=C2C(=CC=NC2=CC1OC)OC1=C(C=C(C=C1F)NC(=O)C1(CC1)C(=O)NC1=CC=C(C=C1)F)F